ethyl 1-(tetrahydro-2H-pyran-2-yl)-1H-pyrazole-5-carboxylate O1C(CCCC1)N1N=CC=C1C(=O)OCC